3-bromo-2,6-dimethyl-1,4-phenyleneether BrC=1C(=C2C(=CC1O2)C)C